N-(4-(4-amino-7-(6-(hydroxymethyl)tetrahydro-2H-pyran-3-yl)pyrrolo[2,1-f][1,2,4]triazin-5-yl)benzyl)-5-fluoro-2-methoxybenzamide NC1=NC=NN2C1=C(C=C2C2COC(CC2)CO)C2=CC=C(CNC(C1=C(C=CC(=C1)F)OC)=O)C=C2